C(=O)(O)/C=C/C=1C=C(C(=C(C1)C1=CC(=CC(=C1O)O)/C=C/C(=O)O)O)O (E)-3-{5'-[(E)-2-Carboxyethenyl]-2',3',5,6-tetrahydroxy-3-biphenylyl}acrylic acid